C(C)N(S(=O)(=O)C1=NN(C=C1)C)CC1=CC=C(C=C1)C1=NOC(=N1)C(F)(F)F N-ethyl-1-methyl-N-[[4-[5-(trifluoromethyl)-1,2,4-oxadiazol-3-yl]phenyl]methyl]pyrazole-3-sulfonamide